N-[6-(difluoromethyl)-2-pyridyl]-2-[4-[[4-[3-[(2,6-dioxo-3-piperidyl)amino]-2-fluoro-phenyl]-1-piperidyl]methyl]cyclohexyl]-7-isopropoxy-imidazo[1,2-a]pyridine-6-carboxamide FC(C1=CC=CC(=N1)NC(=O)C=1C(=CC=2N(C1)C=C(N2)C2CCC(CC2)CN2CCC(CC2)C2=C(C(=CC=C2)NC2C(NC(CC2)=O)=O)F)OC(C)C)F